2,4,6-trimethylcyclotrisiloxane C[SiH]1O[SiH](O[SiH](O1)C)C